5-(tert-butoxy)-2-pentene C(C)(C)(C)OCCC=CC